[C@@H]1([C@H](O)[C@H](O)[C@H](O1)CO)C=1C=C(C(=O)N)C=CC1 3-(β-D-ribofuranosyl)benzamide